[N-](S(=O)(=O)C(F)(F)F)S(=O)(=O)C(F)(F)F.[Li+] Lithium bis(trifluoromethylsulphonyl)imide